ClC1=NN2C(N=CC3=C2C(C[C@H]3C(=O)NC=3C=NC(=C(C3)Cl)N3N=C(N=N3)C)(C)C)=C1 (R)-2-chloro-N-(5-chloro-6-(5-methyl-2H-tetrazol-2-yl)pyridin-3-yl)-8,8-dimethyl-7,8-dihydro-6H-cyclopenta[e]pyrazolo[1,5-a]pyrimidine-6-carboxamide